4-amino-N-ethyl-7-fluoro-N-((1R)-1-(6-(trifluoromethyl)-3-pyridazinyl)ethyl)-1,3-dihydrofuro[3,4-c]quinoline-8-carboxamide NC1=NC=2C=C(C(=CC2C2=C1COC2)C(=O)N([C@H](C)C=2N=NC(=CC2)C(F)(F)F)CC)F